4'-Chloro-5'-(5-cyano-1H-indol-3-yl)-3-methyl-1',2'-dihydrospiro[cyclopentane-1,3'-pyrrolo[2,3-b]pyridine]-3-carbonitrile ClC1=C2C(=NC=C1C1=CNC3=CC=C(C=C13)C#N)NCC21CC(CC1)(C#N)C